methyl 4-iodo-3-methyl-1-{[2-(trimethylsilyl) ethoxy] methyl}-1H-pyrazole-5-carboxylate IC=1C(=NN(C1C(=O)OC)COCC[Si](C)(C)C)C